C1(CCCCC1)N(C)CC1=C(C=C(C=C1)F)B(O)O (2-([CYCLOHEXYL(METHYL)AMINO]METHYL)-5-FLUOROPHENYL)BORANEDIOL